FC(C(=O)N1CC2=CC(=CC=C2CC1)NC1=NC=C2C(=N1)N(N=C2NC2=C(C=C(C=C2)F)C)C)(F)F 2,2,2-trifluoro-1-(7-((3-((4-fluoro-2-methylphenyl)amino)-1-methyl-1H-pyrazolo[3,4-d]pyrimidin-6-yl)amino)-3,4-dihydroisoquinolin-2(1H)-yl)ethan-1-one